COC1CC(C1)N1C=NC2=C1C=C(C=C2)C(=O)O ((1r,3r)-3-methoxycyclobutyl)-1H-benzo[d]imidazole-6-carboxylic acid